NC([C@@H](CCC(=O)OCC1=CC=CC=C1)NC(=O)OC(C)(C)C)=O (R)-benzyl 5-amino-4-((tert-butoxy carbonyl)amino)-5-oxopentanoate